FC1=C(C(=C(C(=C1F)C(F)(F)F)F)F)CC(=O)O 2,3,5,6-tetrafluoro-4-trifluoromethyl-phenylacetic acid